N1=C(C=CC2=CC=CC=C12)COC1=CC=C(CC2=NOC(=C2)C=2C(=NC=CC2)N)C=C1 3-(3-(4-(quinolin-2-ylmethoxy)benzyl)isoxazol-5-yl)pyridin-2-amine